amino-carboxylate NC(=O)[O-]